(3-chlorobenzyl)-N-(1-methyl-6-oxo-1,4,5,6-tetrahydropyridazin-3-yl)pyridazine-3-carboxamide ClC=1C=C(CC2=C(N=NC=C2)C(=O)NC2=NN(C(CC2)=O)C)C=CC1